3-(8-Fluoro-2-(((2R,7aS)-2-fluorotetrahydro-1H-pyrrolizin-7a(5H)-yl)methoxy)-4-(piperazin-1-yl)pyrido[4,3-d]pyrimidin-7-yl)-1H-indole-4-carbonitrile FC1=C(N=CC2=C1N=C(N=C2N2CCNCC2)OC[C@]21CCCN1C[C@@H](C2)F)C2=CNC=1C=CC=C(C21)C#N